methyl 4-[[3-(2,4-dimethylphenyl)sulfonyl-5-oxo-4H-triazolo[1,5-a]quinazolin-8-yl]oxy]butanoate CC1=C(C=CC(=C1)C)S(=O)(=O)C=1N=NN2C1NC(C1=CC=C(C=C21)OCCCC(=O)OC)=O